CC=1SC(=C(N1)C)C1=CC=C(C=C1)[C@H](C)NC(=O)[C@H]1N(C[C@@H](C1)O)C(CC(C)(C)C)=O (S)-1-((2S,4R)-2-(((S)-1-(4-(2,4-dimethylthiazol-5-yl)phenyl)ethyl)carbamoyl)-4-hydroxypyrrolidin-1-yl)-3,3-dimethyl-1-oxobutan